3-[(3-fluoro-2-methoxyphenyl)amino]-2-[3-[(2-methylpyrazol-3-yl)methoxy]pyridin-4-yl]-1H,5H,6H,7H-pyrrolo[3,2-c]pyridin-4-one FC=1C(=C(C=CC1)NC1=C(NC2=C1C(NCC2)=O)C2=C(C=NC=C2)OCC=2N(N=CC2)C)OC